(E)-N2-[(2E)-3-(4-cyanophenyl)prop-2-en-1-ylidene]-L-arginine C(#N)C1=CC=C(C=C1)/C=C/C=N[C@@H](CCCN\C(\N)=N\[H])C(=O)O